C(CCCCCCCCCCCC=CCCCCCC)(=O)OCCCCCCCCCCCCCCCCCCCCCCCCCCCCCCCCCCCCCC octatriacontyl eicos-13-enoate